2-(3-(tert-butyl)-5-((4-chlorodibenzo[b,d]furan-2-yl)oxy)phenyl)-1-(5-(tert-butyl)-[1,1'-biphenyl]-2-yl)-1H-benzo[d]imidazole C(C)(C)(C)C=1C=C(C=C(C1)OC1=CC2=C(OC3=C2C=CC=C3)C(=C1)Cl)C1=NC3=C(N1C1=C(C=C(C=C1)C(C)(C)C)C1=CC=CC=C1)C=CC=C3